Ethyl 7-amino-3-bromo-6-(3-methoxy-2,6-dimethylphenyl)-5-oxo-5,6-dihydro-1,6-naphthyridine-8-carboxylate NC=1N(C(C=2C=C(C=NC2C1C(=O)OCC)Br)=O)C1=C(C(=CC=C1C)OC)C